tert-butyl 4-[3-[6-[2-cyano-3-[[ethyl(methyl)sulfamoyl]amino]-6-fluoro-phenoxy]-4-oxo-quinazolin-3-yl]-2-methyl-propyl]piperidine-1-carboxylate C(#N)C1=C(OC=2C=C3C(N(C=NC3=CC2)CC(CC2CCN(CC2)C(=O)OC(C)(C)C)C)=O)C(=CC=C1NS(N(C)CC)(=O)=O)F